9,9-bis(carboxycyclohexyl)fluorene 3-(2-acetoxy-4,6-dimethyl-phenyl)-3-methylbutanoate C(C)(=O)OC1=C(C(=CC(=C1)C)C)C(CC(=O)O)(C)C.C(=O)(O)C1(CCCCC1)C1(C2=CC=CC=C2C=2C=CC=CC12)C1(CCCCC1)C(=O)O